C(CC)OCOCCCC(CC(CC(CC(C)I)C)C)C 10-iodo-4,6,8-trimethylundecyl propyloxymethyl ether